C(C)OC(CCCOC1=C(C=C(C=C1Cl)Br)Cl)=O 4-(4-bromo-2,6-dichloro-phenoxy)butanoic acid ethyl ester